CN1C=CC2=CC(=CC=C12)NC(O[C@@H](COC1=CC2=C(N=C(S2)C2=C3N=CC(=NC3=CC(=C2)C)OC)C=C1F)C)=O (R)-1-((5-fluoro-2-(2-methoxy-7-methylquinoxalin-5-yl)benzo[d]thiazol-6-yl)oxy)propan-2-yl (1-methyl-1H-indol-5-yl)carbamate